2-(naphthalen-1-yl)-2-(4-(N-(2-oxo-2-((2-oxo-2-(prop-2-yn-1-ylamino)ethyl)amino)ethyl)methylsulfonamido)piperidin-1-yl)acetic acid C1(=CC=CC2=CC=CC=C12)C(C(=O)O)N1CCC(CC1)N(S(=O)(=O)C)CC(NCC(NCC#C)=O)=O